C(#CC)OCC1=CC=CC=C1 propynylbenzyl ether